C(C)(C)(C)C1=C(C(=NC(=C1OC(F)F)F)N(C(=O)OC(CCCCC)(O)O)C(=O)OC(C)(C)C)F hexanetriol tert-butyl-N-[(tert-butoxy)carbonyl]-N-[5-(difluoromethoxy)-3,6-difluoropyridin-2-yl]carbamate